[Si](C)(C)(C(C)(C)C)OCC1=NC(=NC=C1)Cl ((tert-Butyldimethylsilanyloxy)methyl)-2-chloropyrimidine